(E)-N-(6-methoxy-5-(2-(spiro[2.3]hex-5-yl)vinyl)pyridin-3-yl)methanesulfonamide COC1=C(C=C(C=N1)NS(=O)(=O)C)\C=C\C1CC2(CC2)C1